sodium monolaurate monosulfate S(=O)(=O)([O-])O.C(CCCCCCCCCCC)(=O)O.[Na+]